3,7,11,15-tetra-methylhexadeca-6,10,14-trien-1-yn-3-ol CC(C#C)(CCC=C(CCC=C(CCC=C(C)C)C)C)O